FC(S(=O)(=O)OC)(F)F methyl trifluoromethanesulphonate